N-(1-methyl-3-(pyrrolidin-1-yl)-1H-pyrazol-4-yl)-6-(1H-pyrazol-4-yl)picolinamide CN1N=C(C(=C1)NC(C1=NC(=CC=C1)C=1C=NNC1)=O)N1CCCC1